1-(3,4-dichlorophenyl)-3-(pyridin-3-yl)-1,7-dihydro-2H-pyrrolo[2,3-d]pyrimidine-2,4(3H)-dione ClC=1C=C(C=CC1Cl)N1C(N(C(C2=C1NC=C2)=O)C=2C=NC=CC2)=O